FC(OC1=CC=C(C=C1)N=C=S)(F)F 4-(trifluoromethoxy)-phenylisothiocyanate